(1-Benzylpiperidin-4-yl)(4-(2-(6-chloropyridazin-3-yl)hydrazino)-4-oxobutyl)carbamic acid tert-butyl ester C(C)(C)(C)OC(N(CCCC(=O)NNC=1N=NC(=CC1)Cl)C1CCN(CC1)CC1=CC=CC=C1)=O